4-hydroxy-7-oxa-1-azaspiro[4.4]non-3-ene-3-carboxylic acid methyl ester COC(=O)C=1CNC2(C1O)COCC2